2-[(3-{6-[(4-chloro-2-fluorophenoxy)methyl]-5-fluoropyridin-2-yl}-2,5-dihydro-1H-pyrrol-1-yl)methyl]-1-{[(2S)-oxetan-2-yl]methyl}-1H-1,3-benzodiazole-6-carboxylic acid ClC1=CC(=C(OCC2=C(C=CC(=N2)C=2CN(CC2)CC2=NC3=C(N2C[C@H]2OCC2)C=C(C=C3)C(=O)O)F)C=C1)F